C(C1=CC=CC=C1)OCC1(N(C[C@@H](C1)F)C(=O)OC(C)(C)C)C(=O)OC 1-(tert-butyl) 2-methyl (4R)-2-((benzyloxy)methyl)-4-fluoropyrrolidine-1,2-dicarboxylate